C(C)(=O)N1CCC(CC1)C=1C=C(C=CC1)C1=CCC(CN1C(=O)OC(C)(C)C)C tert-butyl 6-(3-(1-acetylpiperidin-4-yl)phenyl)-3-methyl-3,4-dihydropyridine-1(2H)-carboxylate